ClC1=NC(=CC(=N1)C#N)Cl 2,6-dichloropyrimidine-4-carbonitrile